C1(=CC=CC=2SC3=C(C21)C=CC=C3)C=3C(=NC2=C(C3)OC3=C2C=CC=C3)C3=CC=CC=2C1=CC=CC=C1NC32 (dibenzothiophenyl)(carbazolyl)benzofuropyridine